NC1CN(CC(C1)C)C1=C(C#N)C=C(C(=N1)NC1=CC2=C(N(C(N2CCC(C)(C)O)=O)C)C=C1)Cl Racemic-2-(3-amino-5-methylpiperidin-1-yl)-5-chloro-6-((3-(3-hydroxy-3-methylbutyl)-1-methyl-2-oxo-2,3-dihydro-1H-benzo[d]imidazol-5-yl)amino)nicotinonitrile